BrC=1C=C2C=CC(=CC2=CC1)C(=O)OC methyl 6-bromo-2-naphthoate